NC1=CC=C(C=N1)N1C=C(C(C2=CC(=C(C=C12)N1CC2=NC=CC=C2C1)Cl)=O)C(=O)O 1-(6-Aminopyridin-3-yl)-6-chloro-4-oxo-7-[5H,7H-pyrrolo[3,4-b]-pyridin-6-yl]quinoline-3-carboxylic acid